NC1=NN2C(C=C(C=C2)C=2C(=NC=3CCN(C(C3C2)=O)CC2=C(C=CC(=C2)OC(F)(F)F)F)Cl)=N1 3-(2-amino-[1,2,4]triazolo[1,5-a]pyridin-7-yl)-2-chloro-6-(2-fluoro-5-(trifluoromethoxy)benzyl)-7,8-dihydro-1,6-naphthyridine-5(6H)-one